C1(CCC1)N1C(=CC2=CC=CC=C12)N 1-cyclobutyl-1H-indol-2-amine